FC1=CC=C(C=C1)C1=C(N=CS1)C(=O)NC1=CC(=C(C=C1)C)NC1=NC=CC=C1C1=C2N=CNC2=NC=N1 5-(4-fluorophenyl)-N-[4-methyl-3-[[3-(9H-purin-6-yl)-2-pyridyl]amino]phenyl]-thiazole-4-carboxamide